(S)-(4-(4-amino-5-chloropyridin-2-yl)-3-methylpiperazin-1-yl)(1-methylcyclopropyl)methanone NC1=CC(=NC=C1Cl)N1[C@H](CN(CC1)C(=O)C1(CC1)C)C